ClC1=CN=CC(=N1)OC1C(CN(CCC1)C(=O)OC(C)(C)C)C tert-butyl 4-((6-chloropyrazin-2-yl)oxy)-3-methylazepane-1-carboxylate